(R)-tert-butyl 2-(4-chloro-5-(3-((3S,4R)-4-(3,4-difluorophenyl)-1-(2-methoxyethyl)pyrrolidin-3-yl)ureido)-1-phenyl-1H-pyrazol-3-yl)pyrrolidine-1-carboxylate ClC=1C(=NN(C1NC(=O)N[C@@H]1CN(C[C@H]1C1=CC(=C(C=C1)F)F)CCOC)C1=CC=CC=C1)[C@@H]1N(CCC1)C(=O)OC(C)(C)C